((4-(6-(difluoromethyl)pyridin-3-yl)piperazin-1-yl)methyl)-5-fluoro-3-methylquinoxalin FC(C1=CC=C(C=N1)N1CCN(CC1)CC1=NC2=CC=CC(=C2N=C1C)F)F